FC1=C(C(=CC=C1C#CC1[C@H]2CC(C[C@@H]12)O)O)N1CC(NS1(=O)=O)=O rel-5-(2-fluoro-6-hydroxy-3-(((1R,5S,6R)-3-hydroxybicyclo[3.1.0]hexan-6-yl)ethynyl)phenyl)-1,2,5-thiadiazolidin-3-one 1,1-dioxide